OCCCOC1=CC=C(C=C1)[C@H]1CN(CC1)C1=CC(=C(C#N)C=C1)C(F)(F)F (s)-4-(3-(4-(3-hydroxypropoxy)phenyl)pyrrolidin-1-yl)-2-(trifluoromethyl)benzonitrile